C(C)OCOCCCC(CC(C)[Mg]Cl)C 6-ethoxymethoxy-1,3-dimethylhexyl-magnesium chloride